OC1=CC=C(C=C1)C1=CC=C(C=C1)N1C(N(C2=NC=CC=C21)[C@@H]2CN(CC2)CC=2N(C(=CN2)C#N)C)=O (S)-2-((3-(1-(4'-hydroxy-[1,1'-biphenyl]-4-yl)-2-oxo-1,2-dihydro-3H-imidazo[4,5-b]pyridin-3-yl)pyrrolidin-1-yl)methyl)-1-methyl-1H-imidazole-5-carbonitrile